N-[(3R)-7-[(3aR,6aR)-octahydropyrrolo[2,3-c]pyrrol-1-yl]-3,4-dihydro-2H-1-benzopyran-3-yl]-3-amino-6-methylthieno[2,3-b]pyridine-2-carboxamide N1(CC[C@H]2[C@@H]1CNC2)C2=CC1=C(C[C@H](CO1)NC(=O)C1=C(C=3C(=NC(=CC3)C)S1)N)C=C2